ClC1=CC=C2C=CN=C(C2=C1)NCCN(CC)CC N1-(7-chloroisoquinolin-1-yl)-N2,N2-diethylethane-1,2-diamine